2-((2-methyl-4-(2',3',4',5'-tetrahydro-[1,1'-biphenyl]-4-yl)-1H-benzo[d]imidazol-1-yl)methyl)benzoic acid CC1=NC2=C(N1CC1=C(C(=O)O)C=CC=C1)C=CC=C2C2=CC=C(C=C2)C=2CCCCC2